FC=1C=C2C(N(N=C(C2=CC1F)[C@@H](C)N(C(=O)NC1=CC=C(C=C1)F)CCCO)C)=O |r| Racemic-1-(1-(6,7-difluoro-3-methyl-4-oxo-3,4-dihydrophthalazin-1-yl)ethyl)-3-(4-fluorophenyl)-1-(3-hydroxypropyl)urea